[N].C(=C)C1=NC=CC=C1 2-vinylpyridine nitrogen